7-((1s,3s)-3-(azetidin-1-ylmethyl)cyclobutyl)-5-(3-(pyrazin-2-ylmethoxy)phenyl)-7H-pyrrolo[2,3-d]pyrimidin-4-amine N1(CCC1)CC1CC(C1)N1C=C(C2=C1N=CN=C2N)C2=CC(=CC=C2)OCC2=NC=CN=C2